O=C(OCC1=CC=CC=C1)CCCCCCCCCCCCC(NCCCC(NCCOCCOCCOCCOCCC(NCCOCCOCCOCCOCCC(NCCCCCC(=O)O)=O)=O)=O)=O 3,16,21,37,53-pentaoxo-1-phenyl-2,25,28,31,34,41,44,47,50-nonaoxa-17,22,38,54-tetraazahexacontan-60-oic acid